C(CCCC#C)N(C(OC(C)(C)C)=O)C tert-butyl N-hex-5-ynyl-N-methyl-carbamate